2-(2-((3r,4r)-3-amino-4-fluoropiperidin-1-yl)-5,6-difluoro-1H-benzo[d]imidazol-1-yl)-1-(2-ethylmorpholino)ethan-1-one N[C@@H]1CN(CC[C@H]1F)C1=NC2=C(N1CC(=O)N1CC(OCC1)CC)C=C(C(=C2)F)F